FC1=C(C#N)C=C(C=C1)C1CN2[C@H](CO1)CNCC2 |r| 2-fluoro-5-[rac-(9aS)-1,3,4,6,7,8,9,9a-octahydropyrazino[2,1-c][1,4]oxazin-3-yl]benzonitrile